5-(1-(4-(1-cyclopropyl-1H-1,2,3-triazol-4-yl)phenyl)-1H-pyrazol-4-yl)-3-fluoro-2-hydroxybenzaldehyde C1(CC1)N1N=NC(=C1)C1=CC=C(C=C1)N1N=CC(=C1)C=1C=C(C(=C(C=O)C1)O)F